2-methyl-3-hydroxybenzoic acid CC1=C(C(=O)O)C=CC=C1O